ClC(C1=NC(=NO1)C1=CC(=C(C=C1)P(NCC)(=O)C)F)(F)F P-(4-(5-(chlorodifluoromethyl)-1,2,4-oxadiazol-3-yl)-2-fluorophenyl)-N-ethyl-P-methylphosphinic amide